2-(4-(3-Chloro-4-((3,5-difluoropyridin-2-yl)methoxy)-5'-methyl-6-(methyl-d3)-2-oxo-2H-[1,4'-bipyridin]-2'-yl)thiazol-2-yl)-2-methylpropanamide ClC=1C(N(C(=CC1OCC1=NC=C(C=C1F)F)C([2H])([2H])[2H])C1=CC(=NC=C1C)C=1N=C(SC1)C(C(=O)N)(C)C)=O